FC=1C=C(C=CC1C=1C=NC(=CC1)C=1N=NN(N1)C=C)N1C(O[C@H](C1)C(C1CC1)O)=O (R)-3-(3-fluoro-4-(6-(2-vinyl-2H-tetrazol-5-yl)pyridin-3-yl)phenyl)-5-(1-hydroxy-1-cyclopropylmethyl)oxazolidin-2-one